N'-(2-(4-Cyanophenyl)acetyl)-6-((1-(cyclopropylsulfonyl)cyclopropyl)methyl)-1-methyl-7-oxo-4,5,6,7-tetrahydro-1H-pyrazolo[3,4-c]pyridine-3-carbohydrazide C(#N)C1=CC=C(C=C1)CC(=O)NNC(=O)C1=NN(C=2C(N(CCC21)CC2(CC2)S(=O)(=O)C2CC2)=O)C